methyl (S)-2-amino-3-(2-cyano-4-fluorophenyl)propanoate N[C@H](C(=O)OC)CC1=C(C=C(C=C1)F)C#N